ClC=1N=NC(=CC1C(=O)NCC12CC3CC(CC(C1)C3)C2)OC 3-chloro-6-methoxy-N-(tricyclo[3.3.1.13,7]decan-1-ylmethyl)pyridazine-4-carboxamide